6-(6-methylpyridazin-3-yl)sulfanylpyrazolo[1,5-a]pyridine CC1=CC=C(N=N1)SC=1C=CC=2N(C1)N=CC2